3-hydroxypropionitrile OCCC#N